(1,1-dimethylethyl)-1,1,1,3,5,5,5-heptamethyltrisiloxane CC(C)(C)[Si](O[Si](C)(C)C)(O[Si](C)(C)C)C